3-[4-(3,5-Dimethyl-1,2-oxazol-4-yl)-2-methylphenyl]-2-(4-fluorophenyl)-1,3-thiazolidin-4-one CC1=NOC(=C1C1=CC(=C(C=C1)N1C(SCC1=O)C1=CC=C(C=C1)F)C)C